C(C1=CC=CC=C1)SC=1C=C2C(OCCN2N1)C1CC1 2-(benzylsulfanyl)-4-cyclopropyl-4H,6H,7H-pyrazolo[3,2-c][1,4]oxazine